(2-methoxyethyl)diethylmethylammonium methyl-carbonate COC([O-])=O.COCC[N+](C)(CC)CC